ClC=1C(=C(C(=O)N(CC)CC)C=C(C1)Cl)NC 3,5-dichloro-N,N-diethyl-2-methylaminobenzamide